1-(5-(Aminomethyl)-6-fluoropyridin-2-yl)dihydropyrimidine-2,4(1H,3H)-dione NCC=1C=CC(=NC1F)N1C(NC(CC1)=O)=O